dicyclohexyl-ruthenium dichloride C1(CCCCC1)[Ru](C1CCCCC1)(Cl)Cl